O1CCN(C=CC1)C(=O)OCC1=CC=CC=C1 benzyl 2,3-dihydro-1,4-oxazepine-4(7H)-carboxylate